N1C=C(C2=CC=CC=C12)C1=NC(=NC=C1)NC1=CC=C(C(=O)NN)C=C1 4-(4-(1H-indol-3-yl)pyrimidin-2-ylamino)benzoylhydrazine